C(C(=C)C)(=O)OCCC1C(OC1)C1=CC=CC=C1 3-(methacryloyloxyethyl)-2-phenyl-oxetane